CNC(=O)C1C(=NN(C1=O)C1=CC=CC=C1)C N,3-dimethyl-5-oxo-1-phenyl-4,5-dihydro-1H-pyrazole-4-carboxamide